N2-[(2S)-1-methanesulfonylpropan-2-yl]pyrimidine-2,5-diamine CS(=O)(=O)C[C@H](C)NC1=NC=C(C=N1)N